CC1=C2N(N=C1C(=O)O)CCC2 3-methyl-5,6-dihydro-4H-pyrrolo[1,2-b]pyrazole-2-carboxylic acid